BrC1=NC=C(C=N1)OC 2-bromo-5-methoxypyrimidine